CC1CC(CCC1)SCC=O 2-[(3-METHYLCYCLOHEXYL)SULFANYL]ACETALDEHYDE